CC(CN)(C)C1=NC=CC=C1 2-methyl-2-(pyridin-2-yl)propan-1-amine